5-chloro-6-difluoromethyl-N-((2-(4-methylphenyl)thiazol-4-yl)methyl)pyrimidin-4-amine ClC=1C(=NC=NC1C(F)F)NCC=1N=C(SC1)C1=CC=C(C=C1)C